OC1=C(C(=O)O)C(=CC(=C1)OC(C)C)O 2,6-dihydroxy-4-isopropoxybenzoic acid